C(#N)C[C@@H](C1=CC=C(C=C1)S(=O)(=O)CC)C=1N=C(SC1C(=O)N)N1[C@@H](C[C@@H](C1)NC1CCC(CC1)OC)COC(F)F ((S)-2-cyano-1-(4-(ethylsulfonyl)phenyl)ethyl)-2-((2S,4S)-2-((difluoromethoxy)methyl)-4-(((1r,4S)-4-methoxycyclohexyl)amino)pyrrolidin-1-yl)thiazol-5-carboxamide